BrC=1C=C2C(=NS(=NC2=C(C1)Br)(=O)C)NC(C)C1=NC=NN1C1=CC=C(C=N1)C#N 6-[5-[1-[(8,10-dibromo-3-methyl-3-oxo-3λ6-thia-2,4-diazabicyclo[4.4.0]deca-1(10),2,4,6,8-pentaen-5-yl)amino]ethyl]-1,2,4-triazol-1-yl]pyridine-3-carbonitrile